(3S,4S)-3-methyl-8-[1-(2-trimethylsilylethoxymethyl)pyrazolo[4,3-c]pyridin-4-yl]-2-oxa-8-azaspiro[4.5]decan-4-amine C[C@@H]1OCC2([C@@H]1N)CCN(CC2)C2=NC=CC1=C2C=NN1COCC[Si](C)(C)C